(6-morpholinyl-1,2,4,5-tetrazin-3-yl)-2-(quinolin-4-yloxy)acetohydrazide N1(CCOCC1)C1=NN=C(N=N1)C(C(=O)NN)OC1=CC=NC2=CC=CC=C12